(1S,3R,4R)-spiro[bicyclo[2.2.1]heptane-2,2'-bicyclo[2.2.2]octan]-3-amine hydrochloride Cl.C12C3(CC(CC1)CC2)[C@H]2CC[C@@H]([C@H]3N)C2